N-[3-(3-chloroacetamido-propoxy)-benzyl]piperidine ClCC(=O)NCCCOC=1C=C(CN2CCCCC2)C=CC1